(5R,6S)-5-[4-(4-formyl-1-piperidyl)phenyl]-6-phenyl-6,7,8,9-tetrahydro-5H-benzo[7]annulene-2-carboxylic acid C(=O)C1CCN(CC1)C1=CC=C(C=C1)[C@H]1[C@H](CCCC2=C1C=CC(=C2)C(=O)O)C2=CC=CC=C2